ICCC[NH3+] 3-iodopropylammonium